tert-butyl N-[1-[1-[(3R)-2,6-dioxo-3-piperidyl]-3,4-dihydro-2H-quinolin-5-yl]-4-piperidyl]-N-methyl-carbamate O=C1NC(CC[C@H]1N1CCCC2=C(C=CC=C12)N1CCC(CC1)N(C(OC(C)(C)C)=O)C)=O